CCCCCC/C=C\CCCCCCCC(=O)O[C@H](COC(=O)CCCCCC/C=C\C/C=C\C/C=C\C/C=C\CC)COP(=O)([O-])OCC[N+](C)(C)C 1-(8Z,11Z,14Z,17Z-eicosatetraenoyl)-2-(9Z-hexadecenoyl)-sn-glycero-3-phosphocholine